Trans-N-(4-{[6-(5-chloro-2-fluorophenyl)-3-[(2-hydroxyethyl)sulfanyl]pyridazin-4-yl]amino}pyridin-2-yl)-3-(4-methylpiperidin-1-yl)cyclobutane-1-carboxamide ClC=1C=CC(=C(C1)C1=CC(=C(N=N1)SCCO)NC1=CC(=NC=C1)NC(=O)[C@@H]1C[C@H](C1)N1CCC(CC1)C)F